2-(4-(1-(2-(aminomethyl)phenyl)-1H-pyrazol-3-yl)piperazin-1-yl)ethan-1-ol NCC1=C(C=CC=C1)N1N=C(C=C1)N1CCN(CC1)CCO